6-((3-methoxy-3-Oxopropyl)thio)-1H-indole-1-carboxylate COC(CCSC1=CC=C2C=CN(C2=C1)C(=O)[O-])=O